Cl.N(N)[C@H](C(=O)OC)C methyl (2S)-2-hydrazinopropionate hydrochloride